3H-benzo[b]pyrrolizine-9-carbonitrile C1=CCN2C3=C(C(=C12)C#N)C=CC=C3